[Si].[SiH4] Silicon hydride Silicon